BrC1=C2C(=NC(=C1)Cl)C(=NN2CC)N 7-bromo-5-chloro-1-ethyl-1H-pyrazolo[4,3-b]pyridin-3-amine